2-((4-chloro-2-fluorobenzyl)oxy)-3-cyano-5,8-dihydro-1,7-naphthyridine-7(6H)-carboxylic acid tert-butyl ester C(C)(C)(C)OC(=O)N1CCC=2C=C(C(=NC2C1)OCC1=C(C=C(C=C1)Cl)F)C#N